dimethyl 4-[(4-tert-butoxycarbonylpiperazin-1-yl)methyl]benzene-1,2-dicarboxylate C(C)(C)(C)OC(=O)N1CCN(CC1)CC=1C=C(C(=CC1)C(=O)OC)C(=O)OC